6-cyclopropyl-7-methoxyimidazo[1,2-b]pyridazine C1(CC1)C=1C(=CC=2N(N1)C=CN2)OC